O=C1NCCC(C1)CNC(OCC1=CC=CC=C1)=O benzyl N-[(2-oxo-4-piperidyl)methyl]carbamate